butyl-(4-cyclopentyl-3,5-dimethoxyphenyl)dimethylsilane C(CCC)[Si](C)(C)C1=CC(=C(C(=C1)OC)C1CCCC1)OC